(R)-5-((((2'-(3-((4-(((1-acetylpiperidin-4-yl)amino)methyl)-3-methoxypyridin-2-yl)amino)-2-chlorophenyl)-3'-chloro-6-methoxy-[2,4'-bipyridin]-5-yl)methyl)amino)methyl)pyrrolidin-2-one C(C)(=O)N1CCC(CC1)NCC1=C(C(=NC=C1)NC=1C(=C(C=CC1)C1=NC=CC(=C1Cl)C1=NC(=C(C=C1)CNC[C@H]1CCC(N1)=O)OC)Cl)OC